OC(CC(=O)OCC(OC(CC(C)O)=O)CO)C glycerol bis(3-hydroxybutyrate)